(E)-3-fluoro-2-hydroxy-5-(1-(4-(pyrrolidin-1-yl)phenyl)-1H-pyrazol-4-yl)benzeneFormaldehyde O-phenyl oxime C1(=CC=CC=C1)O\N=C\C1=C(C(=CC(=C1)C=1C=NN(C1)C1=CC=C(C=C1)N1CCCC1)F)O